CC1=C(C=CC(=C1)C)C(C(=O)OCC)C1=C(C=C(C=C1)C)C ethyl bis(2,4-dimethylphenyl)acetate